ClC=1C=NN(C1C1=NN2C(N(C(CC2)=O)CC2=CC(=C(C=C2)C2=NC(=CC=C2F)C(F)(F)F)Cl)=C1)C(C)C 2-(4-chloro-1-isopropyl-1H-pyrazol-5-yl)-4-(3-chloro-4-(3-fluoro-6-(trifluoromethyl)pyridin-2-yl)benzyl)-6,7-dihydropyrazolo[1,5-a]pyrimidin-5(4H)-one